FC(CCN1N=NC2=C1C=C(C=C2)C=2C=CN1N=C(N=C(C12)OC)NC1CCC2(COC2)CC1)F 5-(1-(3,3-difluoropropyl)-1H-benzo[d][1,2,3]triazol-6-yl)-4-methoxy-N-(2-oxaspiro[3.5]nonan-7-yl)pyrrolo[2,1-f][1,2,4]triazin-2-amine